N-(5-((4-([1,1'-biphenyl]-3-yl)-5-chloropyrimidin-2-yl)amino)pyridin-3-yl)-6-(4-(3-((2-(2,6-dioxopiperidin-3-yl)-1,3-dioxoisoindolin-4-yl)oxy)propyl)piperazin-1-yl)hexanamide C1(=CC(=CC=C1)C1=NC(=NC=C1Cl)NC=1C=C(C=NC1)NC(CCCCCN1CCN(CC1)CCCOC1=C2C(N(C(C2=CC=C1)=O)C1C(NC(CC1)=O)=O)=O)=O)C1=CC=CC=C1